NCC1=C(C=CC=C1)C=1N=C(OC1)N(C)C 4-[2-(aminomethyl)phenyl]-N,N-dimethyl-1,3-oxazol-2-amine